CCC1=C(C(=NC(=N1)N)N)C2=CC=C(C=C2)Cl The molecule is an aminopyrimidine that is pyrimidine-2,4-diamine which is substituted at position 5 by a p-chlorophenyl group and at position 6 by an ethyl group. It is a folic acid antagonist used as an antimalarial or with a sulfonamide to treat toxoplasmosis. It has a role as an antimalarial, an EC 1.5.1.3 (dihydrofolate reductase) inhibitor and an antiprotozoal drug. It is an aminopyrimidine and a member of monochlorobenzenes.